tert-butyl 3-cyano-3-(5-fluoropyridin-2-yl)azetidine-1-carboxylate C(#N)C1(CN(C1)C(=O)OC(C)(C)C)C1=NC=C(C=C1)F